N-[(2-Amino-3-pyridyl)sulfonyl]-6-(4-fluoro-3-methoxyphenyl)-2-[(4S)-2,2,4-trimethylpyrrolidin-1-yl]pyridin-3-carboxamid NC1=NC=CC=C1S(=O)(=O)NC(=O)C=1C(=NC(=CC1)C1=CC(=C(C=C1)F)OC)N1C(C[C@@H](C1)C)(C)C